(1R,2S)-2-(3-{[5-chloro-6-(4-methylpiperazin-1-yl)pyrimidin-4-yl]amino}-1H-indazol-6-yl)-5'-methoxyspiro[cyclopropan-1,3'-indol]-2'(1'H)-one ClC=1C(=NC=NC1N1CCN(CC1)C)NC1=NNC2=CC(=CC=C12)[C@@H]1C[C@@]12C(NC1=CC=C(C=C21)OC)=O